FC1=C(C=C(C=C1)S(=O)(=O)N1C2=C(O[C@H](C1)CCNC(C(C)(C)O)=O)C=CC(=C2)C2=CC(=CC=C2)OC)OC (S)-N-(2-(4-((4-fluoro-3-methoxyphenyl)sulfonyl)-6-(3-methoxyphenyl)-3,4-dihydro-2H-benzo[b][1,4]oxazin-2-yl)ethyl)-2-hydroxy-2-methylpropanamide